COC1=CC=C(C=C1)C1=N[C@@H](C(NC2=C1C=CC=C2)=O)NC([C@@H]([C@@H](C(=O)N)CCC(F)(F)F)CCC(F)(F)F)=O (2R,3S)-N-((3S)-5-(4-methoxyphenyl)-2-oxo-2,3-dihydro-1H-1,4-benzodiazepin-3-yl)-2,3-bis(3,3,3-trifluoropropyl)succinamide